C1(CC1)[C@H]([C@@H](C(=O)OC)C)C1=CC2=C(OC[C@H](N2)C2=CC=C(C=C2)C2=C(C=CC(=C2)OC)F)C=C1 |&1:16| (2S,3R)-Methyl 3-cyclopropyl-3-((R and S)-3-(2'-fluoro-5'-methoxy-[1,1'-bi-phenyl]-4-yl)-3,4-dihydro-2H-benzo[b][1,4]oxazin-6-yl)-2-methylpropanoate